N-(5-cyclopropyl-1H-pyrazol-3-yl)-2-(6-(6-((1,3-dimethyl-1H-pyrazol-5-yl)methyl)-3,6-diazabicyclo[3.1.1]heptan-3-yl)pyridin-3-yl)quinazolin-4-amine C1(CC1)C1=CC(=NN1)NC1=NC(=NC2=CC=CC=C12)C=1C=NC(=CC1)N1CC2N(C(C1)C2)CC2=CC(=NN2C)C